FC=1C(=C(C=CC1F)[C@H]1[C@H](O[C@@]([C@@H]1C)(C(F)(F)F)C)C(=O)NC1=CC(=NC(=C1)C)C(=O)N)OC 4-[[(2S,3S,4R,5S)-3-(3,4-Difluoro-2-methoxy-phenyl)-4,5-dimethyl-5-(trifluoromethyl)tetrahydrofuran-2-carbonyl]amino]-6-methyl-pyridin-2-carboxamid